1-methyl-4-(tributylstannyl)-1H-pyrazole CN1N=CC(=C1)[Sn](CCCC)(CCCC)CCCC